O(P(O)(=O)OP(=O)(O)OP(=O)(O)O)C[C@H]1O[C@@]([C@@H]([C@@H]1O)O)(C#N)C1=CSC2=C1N=CN=C2N ((2R,3S,4R,5R)-5-(4-aminothieno[3,2-d]pyrimidin-7-yl)-5-cyano-3,4-dihydroxytetrahydrofuran-2-yl)methyl tetrahydrogen triphosphate